((5-(2,6-dioxopiperidin-3-yl)-4-oxo-5,6-dihydro-4H-thieno[3,4-c]pyrrol-1-yl)methyl)-octanamide O=C1NC(CCC1N1CC=2C(C1=O)=CSC2CC(C(=O)N)CCCCCC)=O